((2R,3S,4R,5S)-5-(4-aminopyrrolo[2,1-f][1,2,4]triazin-7-yl)-2-cyano-3,4-dihydroxytetrahydrofuran-2-yl)methyl benzyl carbonate C(OC[C@]1(O[C@H]([C@@H]([C@@H]1O)O)C1=CC=C2C(=NC=NN21)N)C#N)(OCC2=CC=CC=C2)=O